CC1(OCC[C@@H](C1)C=1C=C2C=C(N(C2=CC1)C1(C2CCCC12)C1=NOC(N1)=O)C(=O)N(C1=CC=CC=C1)C)C 5-((S)-2,2-dimethyltetrahydro-2H-pyran-4-yl)-N-methyl-1-(6-(5-oxo-4,5-dihydro-1,2,4-oxadiazol-3-yl)bicyclo[3.1.0]hexan-6-yl)-N-phenyl-1H-indole-2-carboxamide